COC=1C=C(C=NO)C=CC1OCCN1CCN(CC1)C1=CC=C(C=C1)OC 3-methoxy-4-{2-[4-(4-methoxyphenyl)piperazin-1-yl]Ethoxy}benzaldoxime